(8-(methylamino)-5-((4-(oxetan-3-yloxy)phenyl)ethynyl)-2,7-naphthyridin-3-yl)cyclopropanecarboxamide CNC=1N=CC(=C2C=C(N=CC12)C1(CC1)C(=O)N)C#CC1=CC=C(C=C1)OC1COC1